BrC1=CC(=C(CNC2CC2)C=C1F)F N-(4-bromo-2,5-difluorobenzyl)cyclopropanamine